ClC1=C(C=CC=C1)CC(=O)NC1=CN=NC(=C1)NC1=CC(=CC(=C1)F)F (2-chlorophenyl)-N-[6-(3,5-difluorophenylamino)pyridazin-4-yl]acetamide